N1=C(C=CC=C1)N1N=C(N=C1)C=1C(=NC=CN1)C(C)NC(C1=CC(=CC(=C1)C(F)(F)F)C(F)(F)F)=O N-[1-[3-[1-(2-pyridyl)-1,2,4-triazol-3-yl]pyrazin-2-yl]ethyl]-3,5-bis(tri-fluoromethyl)benzamide